FC(C=1C(=C(C=CC1)[C@@H](C)N)F)F (R)-1-(3-(difluoromethyl)-2-fluorophenyl)ethylamine